COCOC1=C(C(/C=C/C2=CC=CC=C2)=O)C(=CC(=C1)OCOC)O 2',4'-Bis(methoxymethoxy)-6'-hydroxychalcone